diglycidyl cyclohexane-1,2-dicarboxylate C1(C(CCCC1)C(=O)OCC1CO1)C(=O)OCC1CO1